C(C)(C)(C)OC(=O)C1CN2CC2C1 azabicyclo[3.1.0]Hexane-3-carboxylic acid tert-butyl ester